C(CC)(=O)OCC=CC=CC 2,4-HEXADIENYL PROPIONATE